6-(5-ethyl-3-(1-(oxetan-3-yl)piperidin-4-yl)-1H-indazol-6-yl)-8-methyl-[1,2,4]triazolo[1,5-a]pyridine C(C)C=1C=C2C(=NNC2=CC1C=1C=C(C=2N(C1)N=CN2)C)C2CCN(CC2)C2COC2